(R)-1-(3-(3-bromo-2-methylphenoxy)-propyl)pyrrolidin-3-ol BrC=1C(=C(OCCCN2C[C@@H](CC2)O)C=CC1)C